CC1=CC=C(C2=C(C3=C(C=CC(=C3C(=C12)C)C)C)C)C 1,4,5,8,9,10-hexamethylanthracene